1-(azetidin-3-yl)ethan-1-one hydrochloride Cl.N1CC(C1)C(C)=O